4-hydroxy-3,5-bis(tert-butyl)benzenepropanamide OC1=C(C=C(C=C1C(C)(C)C)CCC(=O)N)C(C)(C)C